CC(=CCC(=O)O)C(CCC)C 4,5-dimethyl-3-octenoic acid